2,2,2-trifluoro-1-(1-(3-fluorobicyclo[1.1.1]pentan-1-yl)-4-iodo-1H-imidazol-2-yl)ethanol FC(C(O)C=1N(C=C(N1)I)C12CC(C1)(C2)F)(F)F